7-((1-(1-(1-((2-chloro-4-(trifluoromethyl)phenyl)carbamoyl)cyclobutyl)-1H-pyrazol-4-yl)piperidin-4-yl)methyl)-2,7-diazaspiro[3.5]nonane-2-carboxylic acid tert-butyl ester C(C)(C)(C)OC(=O)N1CC2(C1)CCN(CC2)CC2CCN(CC2)C=2C=NN(C2)C2(CCC2)C(NC2=C(C=C(C=C2)C(F)(F)F)Cl)=O